tert-Butyl 4-(6-azaspiro[3.5]nonan-6-yl)-3-methylpiperidine-1-carboxylate C1CCC12CN(CCC2)C2C(CN(CC2)C(=O)OC(C)(C)C)C